C(CC)OCCOCCC ethylene glycol bis(propyl) ether